BrC1=CC=C(COC2=C3CCCC(C3=CC=C2)NCC#C)C=C1 5-((4-bromobenzyl)oxy)-N-(prop-2-yn-1-yl)-1,2,3,4-tetrahydronaphthalen-1-amine